N-(7-chloro-6-(1-(3-methyloxetan-3-yl)piperidin-4-yl)isoquinolin-3-yl)bicyclo[1.1.1]pentane-1-carboxamide ClC1=C(C=C2C=C(N=CC2=C1)NC(=O)C12CC(C1)C2)C2CCN(CC2)C2(COC2)C